1-(4-(1H-tetrazol-5-yl)benzyl)-4-(ethoxymethyl)-4-phenethylpiperidine hydrochloride Cl.N1N=NN=C1C1=CC=C(CN2CCC(CC2)(CCC2=CC=CC=C2)COCC)C=C1